BrC1=CC=C(C=C1)C1CCN(CC1)C(=O)C1CN(CCO1)C(=O)OC(C)(C)C tert-butyl 2-(4-(4-bromophenyl)piperidine-1-carbonyl)morpholine-4-carboxylate